ethyl 5-((cyclopropyl(5-fluoro-2-hydroxyphenyl)methyl) amino)pyrazolo[1,5-a]pyrimidine-3-carboxylate C1(CC1)C(C1=C(C=CC(=C1)F)O)NC1=NC=2N(C=C1)N=CC2C(=O)OCC